3-((3-(Aminomethyl)-6-fluoropyridin-2-yl)amino)piperidine-2,6-dione NCC=1C(=NC(=CC1)F)NC1C(NC(CC1)=O)=O